6-(1-(1-(2-acryloyl-2,7-diazaspiro[3.5]nonane-7-carbonyl)piperidin-4-yl)-1H-pyrazol-4-yl)-4-methoxypyrazolo[1,5-a]pyridine-3-carbonitrile C(C=C)(=O)N1CC2(C1)CCN(CC2)C(=O)N2CCC(CC2)N2N=CC(=C2)C=2C=C(C=1N(C2)N=CC1C#N)OC